N(CCNC(CCCCCCCCCCCCCCCCC)=O)CCNC(CCCCCCCCCCCCCCCCC)=O N,N'-(azanediylbis(ethane-2,1-diyl))distearamide